C(C)(C)(C)OC(=O)N1C[C@H](CCC1)NC(C1=NC(=CC(=C1)C)N1C=NC=C1)=O.CC1(OC[C@@H](O1)COC=1C(=CC(=C(C1)N1CCNCC1)F)F)C (S)-1-(5-((2,2-dimethyl-1,3-dioxolan-4-yl)methoxy)-2,4-difluorophenyl)piperazine tert-Butyl-(S)-3-(6-(1H-imidazol-1-yl)-4-methylpicolinamido)piperidine-1-carboxylate